2-cyclopropyl-acetic acid C1(CC1)CC(=O)O